methyl 3-bromo-2-phenoxybenzoate BrC=1C(=C(C(=O)OC)C=CC1)OC1=CC=CC=C1